6-(4-Chlorophenyl)-N-[(cis)-2-hydroxycyclohexyl]-3-oxo-2-(pyridin-3-yl)-2,3-dihydropyridazine-4-carboxamide ClC1=CC=C(C=C1)C=1C=C(C(N(N1)C=1C=NC=CC1)=O)C(=O)N[C@H]1[C@H](CCCC1)O